FC=1C=C2NC(C=3N(C2=C(C1C1=C2C=CNC2=CC(=C1)C(F)(F)F)C)C(=CN3)C)(C)C 7-fluoro-1,4,4,9-tetramethyl-8-[6-(trifluoromethyl)-1H-indol-4-yl]-5H-imidazo[1,2-a]quinoxaline